benzyl ((S)-4-methyl-1-oxo-1-(((S)-1-oxo-3-((S)-2-oxopyrrolidin-3-yl)propan-2-yl)amino)pentan-2-yl)carbamate CC(C[C@@H](C(N[C@H](C=O)C[C@H]1C(NCC1)=O)=O)NC(OCC1=CC=CC=C1)=O)C